(6-(4-(3H-imidazo[4,5-b]pyridin-7-yl)-1H-pyrazol-1-yl)pyridin-2-yl)-2,2,2-trifluoroethanol N1=CNC2=NC=CC(=C21)C=2C=NN(C2)C2=CC=CC(=N2)C(C(F)(F)F)O